2-fluoro-4-(1-methyl-8,9,10,11-tetrahydro-3H-pyrazolo[4,3-a]phenanthridin-7-yl)phenol FC1=C(C=CC(=C1)C1=NC2=CC=C3C(=C2C=2CCCCC12)C(=NN3)C)O